tert-butyl (4-ethoxypiperidin-3-yl)carbamate C(C)OC1C(CNCC1)NC(OC(C)(C)C)=O